ClC1=C(O[C@H]2C=3N(CCC2)N=C(N3)NC3[C@H]2CN(C[C@@H]3CC2)C2=CN=NC(=C2)OC)C=CC=C1 (R)-8-(2-chlorophenoxy)-N-((1R,5S,8s)-3-(6-methoxypyridazin-4-yl)-3-azabicyclo[3.2.1]oct-8-yl)-5,6,7,8-tetrahydro-[1,2,4]triazolo[1,5-a]pyridin-2-amine